[C@@H]12CN(C[C@@H](CC1)C2)C=2C1=C(N=C(N2)OCC23CCCN3CCC2)C(=C(N=C1)C1=CC=CC2=CC=CC(=C12)F)F 4-((1r,5s)-3-azabicyclo[3.2.1]oct-3-yl)-8-fluoro-7-(8-fluoronaphthalen-1-yl)-2-((hexahydro-1H-pyrrolizine-7a-yl)methoxy)pyrido[4,3-d]pyrimidine